(R)-N-((R)-1-(3,6-dimethyl-2,4-dioxo-1,2,3,4-tetrahydroquinazolin-8-yl)ethyl)-2-methylpropane-2-sulfinamide CN1C(NC2=C(C=C(C=C2C1=O)C)[C@@H](C)N[S@](=O)C(C)(C)C)=O